boc-beta-alanine C(=O)(OC(C)(C)C)NCCC(=O)O